N1C[C@H](CC1)COC=1C(=C2C(=NC1)CCO2)C2=CC(=NN2)NC=2N=CC(=NC2)C#N 5-{[5-(6-{[(3S)-pyrrolidin-3-yl]methoxy}-2,3-dihydrofuro[3,2-b]pyridin-7-yl)-1H-pyrazol-3-yl]amino}pyrazine-2-carbonitrile